glycerol di-arachidate C(CCCCCCCCCCCCCCCCCCC)(=O)OCC(OC(CCCCCCCCCCCCCCCCCCC)=O)CO